tert-Butyl 3-(benzylamino)-2-fluoro-8-azabicyclo[3.2.1]octane-8-carboxylate C(C1=CC=CC=C1)NC1C(C2CCC(C1)N2C(=O)OC(C)(C)C)F